FC(C[C@@H](CO)NC(=O)C=1C=2C[C@@H]3[C@H](C2N(N1)C=1C=NC(=CC1)F)C3)(F)F (1aR,5aR)-2-(6-Fluoro-pyridin-3-yl)-1a,2,5,5a-tetrahydro-1H-2,3-diaza-cyclopropa[a]pentalene-4-carboxylic acid ((S)-3,3,3-trifluoro-1-hydroxymethyl-propyl)-amide